(1r,4r)-4-(6-fluoroquinolin-4-yl)cyclohexyl methanesulfonate CS(=O)(=O)OC1CCC(CC1)C1=CC=NC2=CC=C(C=C12)F